[5-chloro-1-(oxetan-3-yl)-6-(pyrimidin-2-yl)-1H-pyrrolo[2,3-b]pyridin-3-yl][(2R,6R)-1-(5-fluoro-3-iodopyridin-2-yl)-2,6-dimethylpiperidin-4-yl]methanone ClC=1C=C2C(=NC1C1=NC=CC=N1)N(C=C2C(=O)C2C[C@H](N([C@@H](C2)C)C2=NC=C(C=C2I)F)C)C2COC2